2-[5-(methylamino)pent-2-ynyl]isoindoline-1,3-dione CNCCC#CCN1C(C2=CC=CC=C2C1=O)=O